(1,2-dimethyl-1H-benzo[d]imidazol-5-yl)(2-(6-methyl-4-(pyridin-2-ylamino)pyridin-2-yl)morpholino)methanone CN1C(=NC2=C1C=CC(=C2)C(=O)N2CC(OCC2)C2=NC(=CC(=C2)NC2=NC=CC=C2)C)C